3-(4-(((1-(4-((5-chloro-4-((2-(isopropylsulfonyl)phenyl)amino)pyrimidin-2-yl)amino)-5-isopropoxy-2-methylphenyl)piperidin-4-yl)(methyl)amino)methyl)-2-fluorophenyl)piperidine-2,6-dione ClC=1C(=NC(=NC1)NC1=CC(=C(C=C1OC(C)C)N1CCC(CC1)N(C)CC1=CC(=C(C=C1)C1C(NC(CC1)=O)=O)F)C)NC1=C(C=CC=C1)S(=O)(=O)C(C)C